O1CCN(CC1)CCOC1=CC2=C(N(C=N2)C2=CC=C(C(=N2)N2N=C(C=C2)C(F)(F)F)C(C)=O)C=C1 6-[5-(2-morpholinoethoxy)benzimidazol-1-yl]-2-[3-(trifluoromethyl)pyrazol-1-yl]-3-pyridyl-ethanone